4-amino-5-chloro-2-ethoxy-N-[[4-(4-fluorobenzyl)-2-morpholinyl]methyl]benzamide citric acid salt dihydrate O.O.C(CC(O)(C(=O)O)CC(=O)O)(=O)O.NC1=CC(=C(C(=O)NCC2CN(CCO2)CC2=CC=C(C=C2)F)C=C1Cl)OCC